FC(C1=C(/C=C/C2=NS(OC3=C2C=CC=C3)(=O)=O)C=CC=C1)(F)F (E)-4-(2-trifluoromethylstyryl)benzoxathiazine 2,2-dioxide